CC1=CC=C(C=C1)N1CC(CCC1)C1=CC=CC=C1 1-(4-methylphenyl)-3-phenylpiperidine